1,1-dimethylethyl ((3R)-1-{[1-methyl-2-(1-methyl-1H-indol-2-yl)-1H-benzimidazol-5-yl]carbonyl}-3-piperidinyl)carbamate CN1C(=NC2=C1C=CC(=C2)C(=O)N2C[C@@H](CCC2)NC(OC(C)(C)C)=O)C=2N(C1=CC=CC=C1C2)C